OC=1C=C(C=CC1)N1C(C=CC1=O)=O N-(3-Hydroxyphenyl)Maleimide